FC1=CC=C(C=C1)S(=O)(=O)NCCOC1=CC2=C(N=C(S2)C2=C3N=CC(=NC3=CC(=C2)C)C(C)F)C(=C1)C 4-fluoro-N-(2-(2-(2-(1-fluoroethyl)-7-methylquinoxalin-5-yl)-4-methylbenzo[d]thiazol-6-yloxy)ethyl)benzenesulfonamide